(8-methyl-2,3-dihydro-1H-pyrido[2,3-b][1,4]oxazin-7-yl)-N-(4-((tetrahydro-2H-pyran-4-yl)oxy)phenyl)-5,6,7,8-tetrahydropyrido[3,4-d]pyrimidin-2-amine CC1=C(C=NC=2OCCNC21)C=2C1=C(N=C(N2)NC2=CC=C(C=C2)OC2CCOCC2)CNCC1